N,N,2,2-tetramethyl-2,3-dihydropyridin-4-amine CN(C=1CC(N=CC1)(C)C)C